tert-butyl 2-(3,4-difluoro-2-(2-fluoropyridin-4-yl)-6-isopropyl-phenyl)acetate FC=1C(=C(C(=CC1F)C(C)C)CC(=O)OC(C)(C)C)C1=CC(=NC=C1)F